FC1=CC=C(C=C1)C=1OC(=CC1)C1=CC=CC=C1 2-(4-fluorophenyl)-5-phenylfuran